(3aS,10aS)-Ethyl 8-((4-fluoro-3-methylphenyl)carbamoyl)-7-methyl-3a,4,10,10a-tetrahydro-1H,7H-dipyrrolo[3,4-b:3',4'-f][1,4,5]oxathiazocin-2(3H)-carboxylat 5,5-dioxid FC1=C(C=C(C=C1)NC(=O)C=1N(C=C2C1OC[C@@H]1[C@H](NS2(=O)=O)CN(C1)C(=O)OCC)C)C